2,4,5,7-Tetrachloro-8-fluoropyrido[4,3-d]pyrimidine ClC=1N=C(C2=C(N1)C(=C(N=C2Cl)Cl)F)Cl